ClC1=C(N=NC=C1)N1CCN(CC1)C(=O)C1=NN(C(C2=CC=CC=C12)=O)C 4-[4-(4-chloropyridazin-3-yl)piperazine-1-carbonyl]-2-methyl-phthalazin-1-one